3-(3-chloro-4-morpholino-7-(1H-pyrazol-3-yl)imidazo[1,5-b]pyridazin-2-yl)-8-oxa-3-azabicyclo[3.2.1]octane ClC1=C(C=2N(N=C1N1CC3CCC(C1)O3)C(=NC2)C2=NNC=C2)N2CCOCC2